C(#N)C1=CC(=C(C=C1)NS(=O)(=O)C1=CNC(=C1)C1=C(C=CC(=C1)OC)C)F N-(4-cyano-2-fluoro-phenyl)-5-(5-methoxy-2-methyl-phenyl)-1H-pyrrole-3-sulfonamide